ethyl (S)-2-amino-3-(3,4-dihydroxyphenyl)-2-methylpropanoate N[C@](C(=O)OCC)(CC1=CC(=C(C=C1)O)O)C